3-(4-cyano-2-methoxy-phenoxy)-5-methyl-N-(1-oxidopyridin-1-ium-3-yl)-6-(trifluoromethyl)pyridazine-4-carboxamide C(#N)C1=CC(=C(OC=2N=NC(=C(C2C(=O)NC=2C=[N+](C=CC2)[O-])C)C(F)(F)F)C=C1)OC